6-[5-[2-[(4-fluoro-1-methyl-6,7-dihydro-5H-cyclopenta[c]pyridin-6-yl)methylamino]ethyl]-2-oxo-1,3-oxazol-3-yl]-4H-pyrido[3,2-b][1,4]oxazin-3-one FC=1C2=C(C(=NC1)C)CC(C2)CNCCC2=CN(C(O2)=O)C=2C=CC=1OCC(NC1N2)=O